FC(C(=O)O)(F)F.FC(C(=O)O)(F)F.C1(CCC1)CN(C1=C2CN(C(C2=CC=C1)=O)C1C(NC(CC1)=O)=O)C1CCC(CC1)NCC1(CC1)C(F)(F)F 3-(4-((cyclobutylmethyl)((1s,4s)-4-(((1-(trifluoromethyl)cyclopropyl)methyl)amino)cyclohexyl)amino)-1-oxoisoindolin-2-yl)piperidine-2,6-dione bis(2,2,2-trifluoroacetate)